3-((4-((4-Cyclopropylnaphthalen-1-yl)amino)-6,7-dihydrothieno[3,2-d]Pyrimidin-2-yl)thio)propionic acid methyl ester COC(CCSC=1N=C(C2=C(N1)CCS2)NC2=CC=C(C1=CC=CC=C21)C2CC2)=O